C(C)N1C(NC2=CC(=CC=C2C1)CO)=O 3-ethyl-7-(hydroxymethyl)-1,4-dihydroquinazolin-2-one